OC=1C(=NC=CC1NC=1C(C(C1NC1C(CCC=2C=C(OC21)C)(C)C)=O)=O)N2N=C(C=C2)C 3-((3-hydroxy-2-(3-methyl-1H-pyrazol-1-yl)pyridin-4-yl)amino)-4-((2,6,6-trimethyl-4,5,6,7-tetrahydrobenzofuran-7-yl)amino)cyclobut-3-ene-1,2-dione